NC1=CC=C(C=C1)C1CN(CCO1)C(=O)OC(C)(C)C tert-butyl 2-(4-aminophenyl)morpholine-4-carboxylate